N(=[N+]=[N-])CC(COCOCC(CN=[N+]=[N-])([N+](=O)[O-])[N+](=O)[O-])([N+](=O)[O-])[N+](=O)[O-] 1,9-diazido-2,2,8,8-tetranitro-4,6-dioxanonane